2-butenyltrimethylammonium hydroxide [OH-].C(C=CC)[N+](C)(C)C